(chloromethyl)-6-cyclopropylimidazo[1,2-b]pyridazine hydrochloride Cl.ClCC=1N=C2N(N=C(C=C2)C2CC2)C1